ClC1=CC=C(S1)S(=O)(=O)NC1=C(C=CC(=C1)OC)C(=O)N1CCN(CC1)C=1SC=C(N1)C=1C=C(C=CC1)C 5-chloro-N-(5-methoxy-2-(4-(4-(m-tolyl)thiazol-2-yl)piperazine-1-carbonyl)phenyl)thiophene-2-sulfonamide